6-(6'-Cyclopropyl-[2,2'-bipyridin]-3-yl)pyrido[3,2-d]pyrimidin-4-amin C1(CC1)C1=CC=CC(=N1)C1=NC=CC=C1C=1C=CC=2N=CN=C(C2N1)N